((3aR,6aS)-5-(4,6-dimethylpyrimidin-2-yl)pyrrolo[3,4-c]pyrrol-2(1H)-yl)(2-phenylpyrazolo[1,5-b]pyridazin-3-yl)methanone CC1=NC(=NC(=C1)C)N1C=C2C(=C1)CN(C2)C(=O)C=2C(=NN1N=CC=CC12)C1=CC=CC=C1